5-bromo-3-fluoropicolinonitrile BrC=1C=C(C(=NC1)C#N)F